N,N,N',N'-tetraoctyl-diglycolamide methyl-6-bromo-3-((tetrahydro-2H-pyran-4-yl)methoxy)-2-picolinate COC(C1=NC(=CC=C1OCC1CCOCC1)Br)=O.C(CCCCCCC)N(C(COCC(=O)N(CCCCCCCC)CCCCCCCC)=O)CCCCCCCC